C1(=CC=C(C=C1)C=1C=C2C(=NC1)NC(N2CC2=NC=CC=C2)=O)C 6-(p-tolyl)-1-(2-pyridylmethyl)-3H-imidazo[4,5-b]pyridin-2-one